NC1=NC=C(C2=C1COC2)NC(C(N2[C@H](CC[C@@H](C2)C)C2=CC=CC=C2)=O)=O |r| N-(4-amino-1,3-dihydrofuro[3,4-c]pyridin-7-yl)-2-oxo-2-[rac-(2R,5S)-5-methyl-2-phenyl-1-piperidyl]acetamide